di(6-aminohexyl)amine NCCCCCCNCCCCCCN